(E)-3-(3,4-Dihydroxyphenyl)-1-[2-(2-hydroxyethyl)phenyl]prop-2-en-1-one OC=1C=C(C=CC1O)/C=C/C(=O)C1=C(C=CC=C1)CCO